C(C)OC(C(C(Br)C1=CC(=CC=C1)[N+](=O)[O-])Br)=O 3-(3-Nitrophenyl)-2,3-dibromopropionic acid ethyl ester